[(2R,3R,4R,5R)-3,4-diacetoxy-5-[2-chloro-6-(4-cyclohexyl-1-piperidyl)purin-9-yl]tetrahydrofuran-2-yl]methyl acetate C(C)(=O)OC[C@H]1O[C@H]([C@@H]([C@@H]1OC(C)=O)OC(C)=O)N1C2=NC(=NC(=C2N=C1)N1CCC(CC1)C1CCCCC1)Cl